C(C)(C)OCCOCCOC(C)C diethylene glycol di-iso-propyl ether